(9H-fluoren-9-yl)methyl (R)-2-((tritylthio)methyl)pyrrolidine-1-carboxylate C(C1=CC=CC=C1)(C1=CC=CC=C1)(C1=CC=CC=C1)SC[C@@H]1N(CCC1)C(=O)OCC1C2=CC=CC=C2C=2C=CC=CC12